9-(benzylidenamino)-2-morpholino-N-(pyridin-4-yl)-9H-purin-6-amine C(C1=CC=CC=C1)=NN1C2=NC(=NC(=C2N=C1)NC1=CC=NC=C1)N1CCOCC1